3,5-dipropylstyrene C(CC)C=1C=C(C=C)C=C(C1)CCC